C12C(CCC(C1(C)C)C2)C pinane